FC(C1=CC=C(CN2C(CC3(CC3)CC2)C(=O)NC2(CC2)C2=CC=C(C(=O)O)C=C2)C=C1)(F)F 4-(1-(6-(4-(trifluoromethyl)benzyl)-6-azaspiro[2.5]octane-5-carboxamido)cyclopropyl)-benzoic acid